Keto-Glucose Potassium [K].O=C[C@H](O)[C@@H](O)[C@H](O)[C@H](O)CO